ClC1=CC=CC2=C1NC(=N2)C(=O)N2[C@@H](C=1C=CC=NC1[C@H](C2)OC)C |r| rac-(7-Chloro-1H-benzo[d]imidazol-2-yl)((trans)-8-methoxy-5-methyl-7,8-dihydro-1,6-naphthyridin-6(5H)-yl)methanone